O=C1[C@@H](N(CO1)C(=O)OCC1C2=CC=CC=C2C=2C=CC=CC12)CC(OCC=C)=O 9H-fluoren-9-ylmethyl (4S)-5-oxo-4-(2-oxo-2-prop-2-enyloxylethyl)-1,3-oxazolidine-3-carboxylate